5-chloro-N-[(4-chlorophenyl)methyl]-6-piperazin-1-yl-pyridine-3-carboxamide ClC=1C=C(C=NC1N1CCNCC1)C(=O)NCC1=CC=C(C=C1)Cl